C(C)(C)(C)OC(=O)N1CCN(CC1)CC12CC(C1)(C2)CN2CCN(CC2)C(=O)OCC2=CC=CC=C2 benzyl 4-[[3-[(4-tert-butoxycarbonylpiperazin-1-yl)methyl]-1-bicyclo[1.1.1]pentanyl]methyl]piperazine-1-carboxylate